C(C)OC(C)OCC1C(C(C1)=O)(C)C (1-ethoxyethoxy)methyl-2,2-dimethylcyclobutanone